6'-(dibenzo[b,d]thiophen-1-yl)-4,4''-bis(3,6-dimethyl-9H-carbazol-9-yl)-5'-(4-(3,6-dimethyl-9H-carbazol-9-yl)phenyl)-4'-(pyridin-4-yl)-[1,1':2',1''-terphenyl]-3'-carbonitrile C1(=CC=CC=2SC3=C(C21)C=CC=C3)C3=C(C(=C(C(=C3C3=CC=C(C=C3)N3C2=CC=C(C=C2C=2C=C(C=CC32)C)C)C3=CC=C(C=C3)N3C2=CC=C(C=C2C=2C=C(C=CC32)C)C)C#N)C3=CC=NC=C3)C3=CC=C(C=C3)N3C2=CC=C(C=C2C=2C=C(C=CC32)C)C